FC=1C=C(C=CC1S(=O)(=O)C)CN 1-(3-fluoro-4-methylsulfonylphenyl)methylamine